CN1CCC(CC1)CCN 2-(1-methylpiperidin-4-yl)ethane-1-amine